1-[2-[3-(difluoromethyl)-5-ethyl-pyrazol-1-yl]-6-[5-[(6-methylpyridazin-3-yl)amino]benzimidazol-1-yl]-3-pyridyl]ethanol FC(C1=NN(C(=C1)CC)C1=NC(=CC=C1C(C)O)N1C=NC2=C1C=CC(=C2)NC=2N=NC(=CC2)C)F